ClC=1C=C(C=CC1)C(CN1C[C@H](CCC1)COC1=CC=C(C=C1)S(=O)(=O)C)O 1-(3-chlorophenyl)-2-((S)-3-((4-(methylsulfonyl)phenoxy)methyl)piperidin-1-yl)ethanol